N-(6-((5-chloro-2-((4-(4,4-difluoro-[1,4'-bipiperidin]-1'-yl)-2-methoxy-5-Methylphenyl)amino)pyrimidin-4-yl)amino)-2,3-dihydrobenzofuran-5-yl)-N-methylmethanesulfonamide ClC=1C(=NC(=NC1)NC1=C(C=C(C(=C1)C)N1CCC(CC1)N1CCC(CC1)(F)F)OC)NC1=CC2=C(CCO2)C=C1N(S(=O)(=O)C)C